(3R)-3-({2-[3-(methoxymethyl)-1,2,4-oxadiazol-5-yl][1,2,4]triazolo[1,5-c]quinazolin-5-yl}amino)azepin-2-one COCC1=NOC(=N1)C1=NN2C(=NC=3C=CC=CC3C2=N1)NC=1C(N=CC=CC1)=O